FC(C(=O)NC1=CC(=CC=C1)C1=NC(=NC=C1C1=CC(=C(C=C1)OC1=NC=CC(=N1)C)F)NC=1C=NN(C1)C)=C 2-Fluoro-N-(3-(5-(3-Fluoro-4-((4-methylpyrimidin-2-yl)oxy)phenyl)-2-((1-methyl-1H-pyrazole-4-yl)amino)pyrimidin-4-yl)phenyl)acrylamide